(+)-thiomalic acid C(C(S)CC(=O)O)(=O)O